(S)-N-(1-amino-3-hydroxy-2-methyl-1-oxopropan-2-yl)-5-((cyclopentyl(methyl)amino)methyl)-2-methylbenzofuran-3-carboxamide NC([C@@](CO)(C)NC(=O)C1=C(OC2=C1C=C(C=C2)CN(C)C2CCCC2)C)=O